FC(OC1=C(C=C(C=C1)OC1=CC(=CC(=C1)C1(CNC1)O)F)C1=NN(C=C1NC(=O)C=1C=NN2C1N=CC=C2)CC)F N-[3-[2-(difluoromethoxy)-5-[3-fluoro-5-[3-hydroxyazetidin-3-yl]phenoxy]phenyl]-1-ethyl-pyrazol-4-yl]pyrazolo[1,5-a]pyrimidine-3-carboxamide